6-Amino-3-(4-(aminomethyl)-4'-chloro-1',2'-dihydrospiro[cyclohexane-1,3'-pyrrolo[2,3-b]pyridin]-5'-yl)-2-fluoro-N,N-dimethylbenzamide NC1=CC=C(C(=C1C(=O)N(C)C)F)C=1C(=C2C(=NC1)NCC21CCC(CC1)CN)Cl